N-hexyldecane-1,10-diamine C(CCCCC)NCCCCCCCCCCN